(3-thienylmethyl)-proline S1C=C(C=C1)CN1[C@@H](CCC1)C(=O)O